2,4,6-trifluoro-2-(3-(trifluoromethyl)benzeneOxy)-6-ethoxy-cyclotriphosphazene FP1(=NP(=NP(=N1)F)(OCC)F)OC1=CC(=CC=C1)C(F)(F)F